C(C)(C)C1=C(NC2=CC=C(C=C12)C1CCN(CC1)CCCN1CCCCC1)C1=C2C(=NC=C1)NN=C2 4-(3-isopropyl-5-(1-(3-(piperidin-1-yl)propyl)piperidin-4-yl)-1H-indol-2-yl)-1H-pyrazolo[3,4-b]pyridine